tert-butyl (S)-3-(3-(3,5-dimethyl-1H-pyrazol-1-yl)phenyl)-4-(2,6-diazaspiro[3.4]octan-2-yl)butanoate CC1=NN(C(=C1)C)C=1C=C(C=CC1)[C@H](CC(=O)OC(C)(C)C)CN1CC2(C1)CNCC2